tert-butyl N-[7-[1-(2,6-dioxopiperidin-3-yl)-3-methyl-2-oxo-1,3-benzodiazol-4-yl]hept-6-yn-1-yl]carbamate O=C1NC(CCC1N1C(N(C2=C1C=CC=C2C#CCCCCCNC(OC(C)(C)C)=O)C)=O)=O